Cl.FC=1C=C(C=2CC3N(C2C1)CCNC3)F 7,9-difluoro-1,2,3,4,10,10a-hexahydropyrazino[1,2-a]indole hydrochloride